4-(benzamido(carboxy)methyl)-3-(3-carboxypropyl)benzoic acid C(C1=CC=CC=C1)(=O)NC(C1=C(C=C(C(=O)O)C=C1)CCCC(=O)O)C(=O)O